2-chloro-6-(1-methyl-cyclopropyl)nicotinonitrile ClC1=C(C#N)C=CC(=N1)C1(CC1)C